ClC(C1=CC=CC=C1)(Cl)Cl 1-(trichloromethyl)benzene